(R)-2-(isoindolin-2-yl)-2-phenylacetic acid C1N(CC2=CC=CC=C12)[C@@H](C(=O)O)C1=CC=CC=C1